(R)-9-fluoro-N-hydroxy-2,2-dimethyl-1,2,3,5,10,10a-hexahydropyrrolo[1,2-b]isoquinoline-7-carboxamide FC=1C=2C[C@@H]3N(CC2C=C(C1)C(=O)NO)CC(C3)(C)C